N,N,N-trimethyl-N-(2-hydroxy-3-methacryloyloxypropyl)-ammonium chloride [Cl-].C[N+](CC(COC(C(=C)C)=O)O)(C)C